NC1=C(C(=NC=N1)NC1CN(C1)C(C=C)=O)C1=CC=C(C=C1)OC1=CC=CC=C1 1-(3-((6-amino-5-(4-phenoxyphenyl)pyrimidin-4-yl)amino)azetidin-1-yl)prop-2-en-1-one